(+/-)-5-((trans)-6-(azidomethyl-d2)-8-methoxy-3-methyl-2,3-dihydrobenzo[b][1,4]dioxin-2-yl)-2-methoxypyridine N(=[N+]=[N-])C(C1=CC2=C(O[C@H]([C@@H](O2)C)C=2C=CC(=NC2)OC)C(=C1)OC)([2H])[2H] |r|